tert-butyl (S)-(1-(2-acetylhydrazineyl)-3-(1H-indol-3-yl)-1-oxopropan-2-yl)carbamate C(C)(=O)NNC([C@H](CC1=CNC2=CC=CC=C12)NC(OC(C)(C)C)=O)=O